C(CCC(=O)O)(=O)O.C(CC)S(=O)(=O)N propane-1-sulfonamide monosuccinate